Cl.C(\C=C\C(=O)OCCN(CCS(=O)(=O)C)C)(=O)OC Methyl (2-(methyl(2-(methylsulfonyl)ethyl)amino)ethyl) fumarate hydrochloride